4-chloro-6-(4-nitro-phenyl)-7H-pyrrolo[2,3-d]Pyrimidine ClC=1C2=C(N=CN1)NC(=C2)C2=CC=C(C=C2)[N+](=O)[O-]